di-tert-butyl ((1R,1'R,2R,2'R)-(piperazine-1,4-dicarbonyl)bis(1,2,3,4-tetrahydronaphthalene-2,1-diyl))dicarbamate N1(CCN(CC1)C(=O)[C@H]1[C@H](C2=CC=CC=C2CC1)NC(OC(C)(C)C)=O)C(=O)[C@H]1[C@H](C2=CC=CC=C2CC1)NC(OC(C)(C)C)=O